5-((3'-fluoro-2-oxo-2H-[1,2'-bipyridin]-3-yl)amino)-N-((1R,2S)-2-fluorocyclopropyl)-7-(methylamino)pyrazolo[1,5-a]pyrimidine-3-carboxamide FC=1C(=NC=CC1)N1C(C(=CC=C1)NC1=NC=2N(C(=C1)NC)N=CC2C(=O)N[C@H]2[C@H](C2)F)=O